NC(C(=O)O)C=1OC=CC1 AMINO-FURAN-2-YL-ACETIC ACID